(4-(7-(2-(2-hydroxypropan-2-yl)pyridin-4-yl)furo[3,2-b]pyridin-2-yl)phenyl)(2-(pyridin-3-yl)pyrrolidin-1-yl)methanone OC(C)(C)C1=NC=CC(=C1)C1=C2C(=NC=C1)C=C(O2)C2=CC=C(C=C2)C(=O)N2C(CCC2)C=2C=NC=CC2